N(=[N+]=[N-])CCCC(C(=O)N)CC(C)(C)SC(=S)SCC (3-azidopropyl)-4-ethylsulphanylcarbothioylsulphanyl-4-methyl-pentanamide